(E)-chloro-3-diphenylmethyleneindoline Kalium lactat C(C(O)C)(=O)[O-].[K+].ClN1CC(C2=CC=CC=C12)=C(C1=CC=CC=C1)C1=CC=CC=C1